C(C)[C@@H]1N(CCOC1)C1=NC(=CC(=C1)CS(=O)(=O)C)C1=CC=C2C(=N1)C=C(N2)C (S)-3-ethyl-4-(6-(2-methyl-1H-pyrrolo[3,2-b]pyridin-5-yl)-4-((methylsulfonyl)methyl)pyridin-2-yl)morpholine